C(C1=NNC(=N1)CCC1=CC=CC=C1)C1=NNC(=N1)CCC1=CC=CC=C1 3,3'-methylenebis(5-phenethyl-1H-1,2,4-triazole)